S(=O)(=O)(O)C1=CC=C(C)C=C1.S(=O)(=O)(O)C1=CC=C(C)C=C1.COCC1(CCN(CC1)CC1(CCC1)C(=O)O)CN[C@H]1[C@@H](C1)C1=CC=CC=C1 1-{[4-(methoxymethyl)-4-({[(1R,2S)-2-phenylcyclopropyl]amino}methyl)piperidin-1-yl]methyl}cyclobutanecarboxylic acid ditosylate salt